4-(3-((2-((5-Methyl-2-(1-methylpiperidin-4-yl)thiazol-4-yl)amino)-5-(trifluoromethyl)pyridin-4-yl)amino)propyl)-1,4-oxazepan-3-on CC1=C(N=C(S1)C1CCN(CC1)C)NC1=NC=C(C(=C1)NCCCN1C(COCCC1)=O)C(F)(F)F